2-(2-((3R,4S)-3-amino-4-fluoropiperidin-1-yl)-6-(trifluoromethyl)-1H-benzo[d]imidazol-1-yl)-1-morpholinoethan-1-one N[C@@H]1CN(CC[C@@H]1F)C1=NC2=C(N1CC(=O)N1CCOCC1)C=C(C=C2)C(F)(F)F